5-(((2-(4-(4-chloro-1,2-bis(4-hydroxyphenyl)but-1-en-1-yl)phenoxy)ethyl)amino)methyl)-2-(2,6-dioxopiperidin-3-yl)isoindoline-1,3-dione ClCCC(=C(C1=CC=C(C=C1)O)C1=CC=C(OCCNCC=2C=C3C(N(C(C3=CC2)=O)C2C(NC(CC2)=O)=O)=O)C=C1)C1=CC=C(C=C1)O